(1-(4-chloro-2-fluorophenyl)piperidin-4-yl)-1,3-dihydro-2H-imidazol-2-one ClC1=CC(=C(C=C1)N1CCC(CC1)N1C(NC=C1)=O)F